FC=1C=CC(=NC1)NC(CN1C=2N(C3=C(C1=O)C=CC(=N3)C(F)(F)F)N=C(C2)NC2COCC2)=O N-(5-Fluoropyridin-2-yl)-2-(2-(oxolan-3-ylamino)-5-oxo-8-(trifluoromethyl)pyrazolo[1,5-a]pyridino[3,2-e]pyrimidin-4(5H)-yl)acetamide